1-(3-Fluorophenyl)-2-((1-(trifluoromethyl)cyclopropyl)amino)ethan-1-ol FC=1C=C(C=CC1)C(CNC1(CC1)C(F)(F)F)O